C(CCCCC)(=O)NCC=1C=C(C=CC1)CN (hexanoyl)m-xylylenediamine